5-(2-(1-cyclopropyl-2-hydroxy-2-methylpropyl)-3-oxoisoindolin-4-yl)-1,3-dimethyl-1,3-dihydro-2H-benzo[d]imidazol-2-one C1(CC1)C(C(C)(C)O)N1CC2=CC=CC(=C2C1=O)C1=CC2=C(N(C(N2C)=O)C)C=C1